1-isopropyl-1-((5-(1-isopropyl-3-(3-(triethoxysilyl)propyl)ureido)-1,3,3-trimethylcyclohexyl)methyl)-3-(3-(triethoxysilyl)propyl)urea C(C)(C)N(C(=O)NCCC[Si](OCC)(OCC)OCC)CC1(CC(CC(C1)N(C(=O)NCCC[Si](OCC)(OCC)OCC)C(C)C)(C)C)C